N[C@@H]1C(N(CC1)CC(=O)N1CCC(CC1)C=1C=C2C(=C(NC2=CC1)C1=CC(=NC(=C1)C)C)C(C)C)=O (S)-3-amino-1-(2-(4-(2-(2,6-dimethylpyridin-4-yl)-3-isopropyl-1H-indol-5-yl)piperidin-1-yl)-2-oxoethyl)pyrrolidin-2-one